1-(2,4-dimethyl-phenyl)thio-N-benzyl-2-naphthylamine CC1=C(C=CC(=C1)C)SC1=C(C=CC2=CC=CC=C12)NCC1=CC=CC=C1